2-methyl-1-(6-nitropyridin-3-yl)-4-(oxetan-3-yl)piperazine CC1N(CCN(C1)C1COC1)C=1C=NC(=CC1)[N+](=O)[O-]